Propylanilinium C(CC)[NH2+]C1=CC=CC=C1